2-Ethynyl-N-(4-hydroxybenzyl)thiazole-4-carboxamide C(#C)C=1SC=C(N1)C(=O)NCC1=CC=C(C=C1)O